[Pr].[Co].[Dy].[Nd] neodymium dysprosium cobalt praseodymium